CC1(OB(OC1(C)C)C=1SC=C2OCCOC21)C 5-(4,4,5,5-tetramethyl-1,3,2-dioxaborolan-2-yl)-2,3-dihydrothieno[3,4-b][1,4]dioxine